C(C)(C)(C)OC(=O)NC1=NC=C2C=C(C(=NC2=C1)C(=O)OC)C=1C=NC(=CC1C)C(CC)=O methyl 7-[(tert-butoxycarbonyl)amino]-3-(4-methyl-6-propanoylpyridin-3-yl)-1,6-naphthyridine-2-carboxylate